1-trifluoromethyl-1,2-benziodoxol FC(I1OCC2=C1C=CC=C2)(F)F